3-(3-(4-(4-((tert-butyldimethylsilyloxy)methyl)piperidin-1-yl)phenyl)-4-methyl-5-oxo-4,5-dihydro-1,2,4-triazol-1-yl)piperidine-2,6-dione [Si](C)(C)(C(C)(C)C)OCC1CCN(CC1)C1=CC=C(C=C1)C1=NN(C(N1C)=O)C1C(NC(CC1)=O)=O